2-chloro-1-(2-hydroxyethyl)-4-methyl-5-(2-(trifluoromethyl)phenyl)-1H-pyrrole-3-carboxylic acid ClC=1N(C(=C(C1C(=O)O)C)C1=C(C=CC=C1)C(F)(F)F)CCO